ClC1=CC=C(C(=N1)C(=O)NS(=O)(=O)C)N[C@H](C)C=1C=C(C=C2C(N(C(=NC12)N1C[C@H](OCC1)C=1C=NN(C1)C)C)=O)C |o1:29| 6-chloro-3-(((R)-1-(3,6-dimethyl-2-((R*)-2-(1-methyl-1H-pyrazol-4-yl)morpholino)-4-oxo-3,4-dihydroquinazolin-8-yl)ethyl)amino)-N-(methylsulfonyl)picolinamide